(1S,2S)-2-(3-chlorophenyl)-N-(4-(((6-cyclopropyl-8-(2-oxooxazolidin-3-yl)imidazo[1,2-a]pyridin-2-yl)methyl)amino)pyridin-2-yl)cyclopropane-1-carboxamide ClC=1C=C(C=CC1)[C@@H]1[C@H](C1)C(=O)NC1=NC=CC(=C1)NCC=1N=C2N(C=C(C=C2N2C(OCC2)=O)C2CC2)C1